C(C)[Pt](CC)(CC)CC tetraethyl-platinum